4-((2,6-dimethylpyridin-4-yl)methyl)phthalazin-1(2H)-one CC1=NC(=CC(=C1)CC1=NNC(C2=CC=CC=C12)=O)C